5-(3-ethoxy-4-hydroxybenzylidene)-2-methyl-2-phenyl-1,3-dioxane-4,6-dione C(C)OC=1C=C(C=C2C(OC(OC2=O)(C2=CC=CC=C2)C)=O)C=CC1O